C(C)(=[O+][O-])[O-].[Zr+4].C(C)(=[O+][O-])[O-].C(C)(=[O+][O-])[O-].C(C)(=[O+][O-])[O-] zirconium(IV) acetate oxide